2-isopropoxy-5-(5-(pyridin-4-yl)pyrimidin-2-yl)benzonitrile C(C)(C)OC1=C(C#N)C=C(C=C1)C1=NC=C(C=N1)C1=CC=NC=C1